N-(5,6-difluoro-2,3-dihydro-1H-inden-2-yl)-5-(5-(3-(5-(difluoromethyl)-1,3,4-oxadiazol-2-yl)azetidin-1-yl)-1,3,4-oxadiazol-2-yl)pyrimidin-2-amine FC=1C=C2CC(CC2=CC1F)NC1=NC=C(C=N1)C=1OC(=NN1)N1CC(C1)C=1OC(=NN1)C(F)F